COC(=O)C1CCN(CC1)CC1=CC=C(C=C1)C#CC1=CC=C(C=C1)C1=CC(=NO1)CN1C(=NC=C1)[C@H](C)OC1OCCCC1 1-(4-((4-(3-((2-((1S)-1-((tetrahydro-2H-pyran-2-yl)oxy)ethyl)-1H-imidazole-1-yl)methyl)isoxazol-5-yl)phenyl)ethynyl)benzyl)piperidine-4-carboxylic acid methyl ester